(Z)-1-(3-((4,4-bis(nonyloxy)butanoyl)oxy)-2-(hydroxymethyl)propyl) 9-(non-2-en-1-yl) nonanedioate C(CCCCCCCC(=O)OCC=CCCCCCC)(=O)OCC(COC(CCC(OCCCCCCCCC)OCCCCCCCCC)=O)CO